Ethyl(2-methoxyethyl)sulfane C(C)SCCOC